COC=1C=C2CCN(CC2=CC1OC)C1=NC(=NC(=C1N)C1=CC(=CC=C1)OC)N 4-(6,7-Dimethoxy-3,4-dihydroisoquinolin-2(1H)-yl)-6-(3-methoxyphenyl)pyrimidine-2,5-diamine